2-(((αr)-6-(4-isobutyl-2,5-dioxoimidazolidin-1-yl)spiro[3.3]heptan-2-yl)oxy)nicotinamide C(C(C)C)C1NC(N(C1=O)C1CC2(CC(C2)OC2=C(C(=O)N)C=CC=N2)C1)=O